tris(di-2-pyridinylamine) iron (II) perchlorate Cl(=O)(=O)(=O)[O-].[Fe+2].N1=C(C=CC=C1)NC1=NC=CC=C1.N1=C(C=CC=C1)NC1=NC=CC=C1.N1=C(C=CC=C1)NC1=NC=CC=C1.Cl(=O)(=O)(=O)[O-]